ClC=1C=CC=CC1C(F)(F)F 3-chloro-4-(trifluoromethyl)benzene